[K].[N+](=O)([O-])C1=C(C=CC(=C1)[N+](=O)[O-])SC=1SC2=C(N1)C=CC=C2 2-(2,4-dinitrophenyl)mercaptobenzothiazole potassium